FC(C=1C(=NON1)C(=O)OCC)F ethyl 4-(difluoromethyl)-1,2,5-oxadiazole-3-carboxylate